1-Phenoxypropanol O(C1=CC=CC=C1)C(CC)O